tert-butyl [2-(piperazin-1-yl)ethyl]carbamate N1(CCNCC1)CCNC(OC(C)(C)C)=O